racemic-2-[2-(2-chlorothiazol-5-yl)-2-hydroxy-ethyl]sulfanyl-6-hydroxy-3-methyl-5-phenyl-pyrimidin-4-one ClC=1SC(=CN1)[C@@H](CSC1=NC(=C(C(N1C)=O)C1=CC=CC=C1)O)O |r|